C(C)(=O)OCCCC1(CCC2=C(SC(=C2C(=O)OCC)N)C1=O)C1=CC=CC=C1 Ethyl 6-(3-acetoxypropyl)-2-amino-7-oxo-6-phenyl-4,5,6,7-tetrahydrobenzo[b]thiophene-3-carboxylate